C1(CC1)C#CC1C2C(N(C1)C(C=O)(C1CCCCC1)NC(C1=CC(=C(C=C1)C=1N=C(SC1)N1CCN(CC1)C)F)=O)C(CO2)=O N-[1-(6-(cyclopropylethynyl)-3-oxo-hexahydro-furo[3,2-b]pyrrol-4-yl)-1-cyclohexyl-2-oxo-ethyl]-3-fluoro-4-[2-(4-methyl-piperazin-1-yl)-thiazol-4-yl]-benzamide